24S-Hydroxycholesterol C[C@H](CC[C@@H](C(C)C)O)[C@H]1CC[C@@H]2[C@@]1(CC[C@H]3[C@H]2CC=C4[C@@]3(CC[C@@H](C4)O)C)C